O[C@@H]1[C@H](O[C@H]([C@@H]([C@H]1O)O)O)COC1=C(OCCOC2=C(C=CC=C2)NC(C2=C(C(=CC=C2)OCC2=CC=CC=C2)OCC2=CC=CC=C2)=O)C=CC(=C1OCC1=CC=CC=C1)OCC1=CC=CC=C1 N-{o-[2-(2-{[(2R,3S,4S,5R,6R)-3,4,5,6-Tetrahydroxytetrahydro-2H-pyran-2-yl]methoxy}-3,4-bis(benzyloxy)-phenoxy)ethoxy]phenyl}2,3-bis(benzyloxy)benzamide